[Na+].CC(CCCC(=O)[O-])C 5-methylhexanoic acid sodium salt